OC(CO)O hydroxy-ethane-1,2-diol